azobis(ethyl-butyronitrile) N(=NC(C#N)(CC)CC)C(C#N)(CC)CC